(S,E)-methyl 1-(5-(((3-ethyl-5-(2-(2-hydroxyethyl)piperidin-1-yl)pyrazolo[1,5-a]pyrimidin-7-yl)amino) methyl)pyridin-2-yl)-21-methyl-3,6,9,12,15,18-hexaoxa-21-azapentacos-23-en-25-oate C(C)C=1C=NN2C1N=C(C=C2NCC=2C=CC(=NC2)CCOCCOCCOCCOCCOCCOCCN(C\C=C\C(=O)OC)C)N2[C@@H](CCCC2)CCO